CC(C(=O)O)C alpha-methyl-propionic acid